(e)-2,7-dibromo-9,9-dimethyl-9H-fluorene-3,6-diol BrC1=CC=2C(C3=CC(=C(C=C3C2C=C1O)O)Br)(C)C